4-Amino-3-[6-(4-fluoro-2-propoxyphenyl)pyridin-3-ylazo]naphthalin NC1=C(C=CC2=CC=CC=C12)N=NC=1C=NC(=CC1)C1=C(C=C(C=C1)F)OCCC